methyl (R)-3-((1-(3-bromo-7-methyl-2-(3-methylisoxazol-4-yl) quinolin-5-yl) ethyl) amino)-6-methoxypicolinate BrC=1C(=NC2=CC(=CC(=C2C1)[C@@H](C)NC=1C(=NC(=CC1)OC)C(=O)OC)C)C=1C(=NOC1)C